(2'S)-2'-methyl-2-(trifluoromethyl)spiro[4,5-dihydrothieno[2,3-C]pyran-7,4'-piperidine]-1'-carboxylic acid tert-butyl ester C(C)(C)(C)OC(=O)N1[C@H](CC2(CC1)OCCC1=C2SC(=C1)C(F)(F)F)C